(R)-N-ethyl-5-fluoro-N-isopropyl-2-((5-(2-(2-methyl-6-(methyl(propyl)amino)hexan-3-yl)-2,6-diazaspiro[3.4]octan-6-yl)-1,2,4-triazin-6-yl)oxy)benzamide C(C)N(C(C1=C(C=CC(=C1)F)OC1=C(N=CN=N1)N1CC2(CN(C2)[C@@H](C(C)C)CCCN(CCC)C)CC1)=O)C(C)C